4,4'-((propane-1,3-diylbis(oxy))bis(3-methoxy-5,7-dihydro-6H-pyrrolo[3,4-b]pyridine-2,6-diyl))bis(4-oxobutanoic acid) C(CCOC1=C(C=C2C(=N1)CN(C2)C(CCC(=O)O)=O)OC)OC2=C(C=C1C(=N2)CN(C1)C(CCC(=O)O)=O)OC